BrC=1C=C(C=NC1)CCC(=O)O 3-(5-bromo-3-pyridinyl)propionic acid